5-hydroxy-4-(5-hydroxy-4-(1-methyl-1H-indol-5-yl)-4H-1,2,4-triazol-3-yl)-2-isopropylphenyl dihydrogen phosphate P(=O)(OC1=C(C=C(C(=C1)O)C1=NN=C(N1C=1C=C2C=CN(C2=CC1)C)O)C(C)C)(O)O